2-[2-methoxy-5-[[(E)-2-(2,4,6-trimethoxyphenyl)ethenyl]sulfonylmethyl]anilino]acetic acid COC1=C(NCC(=O)O)C=C(C=C1)CS(=O)(=O)\C=C\C1=C(C=C(C=C1OC)OC)OC